ClC1=CC(=C(C=C1)N1CCC(=CC1)C1=C(C=CC=C1)C1=C(C=CC(=C1)S(=O)(=O)N(C)C)S(=O)(=O)N)F (2-(1-(4-chloro-2-fluorophenyl)-1,2,3,6-tetrahydropyridin-4-yl)phenyl)-N4,N4-dimethylbenzene-1,4-disulfonamide